4-(4-bromophenyl)-2-hydroxybutyric acid BrC1=CC=C(C=C1)CCC(C(=O)O)O